p-pentyloxy-terphenyl methyl-benzoate COC(C1=CC=CC=C1)=O.C(CCCC)OC1=CC=C(C=C1)C=1C(=CC=CC1)C1=CC=CC=C1